FC(C(CNC(=O)N)C(F)(F)F)(F)F 3,3,3-trifluoro-2-(trifluoromethyl)propylurea